FC(C(=O)O)(F)F.N=1ON=C2C1C=CC(=C2)C2=C(C=CC=C2)CN (2-(benzo[c][1,2,5]oxadiazol-5-yl)phenyl)methanamine trifluoroacetate